C(#N)N1C(CCC1)C1=NOC(=N1)C=1C=C(C=CC1)C1=CC=C(C=C1)C(=O)N 3'-(3-(1-Cyanopyrrolidin-2-yl)-1,2,4-oxadiazol-5-yl)-[1,1-biphenyl]-4-carboxamide